(2S)-2-({5-[2-(2,4-diamino-6-oxo-1,6-dihydropyrimidin-5-yl)acetamido]-3-fluoropyridin-2-yl}formamido)pentanedioic acid NC=1NC(C(=C(N1)N)CC(=O)NC=1C=C(C(=NC1)C(=O)N[C@H](C(=O)O)CCC(=O)O)F)=O